4-ethylpyridin-3-amine C(C)C1=C(C=NC=C1)N